ClC=1C(N(C(=CC1OCC1=NC=C(C=C1F)C1CC1)C)C1=CC(=NC=C1C)C1=NC(=NC=C1)C(C)(C)O)=O (R)-3-chloro-4-((5-cyclopropyl-3-fluoropyridin-2-yl)methoxy)-2'-(2-(2-hydroxypropan-2-yl)pyrimidin-4-yl)-5',6-dimethyl-2H-[1,4'-bipyridin]-2-one